(E)-3-isothiazol-4-ylprop-2-enoic acid tert-butyl ester C(C)(C)(C)OC(\C=C\C=1C=NSC1)=O